N[C@@H]1[C@@H](ONC12CCC(CC2)C2=NC1=C(C=3N2C=CN3)C(=CN1CO)C1=C(C=CC=C1)Cl)C (5-((3S,4S)-4-amino-3-methyl-2-oxa-azaspiro[4.5]decan-8-yl)-9-(2-chlorophenyl)-7H-imidazo[1,2-c]pyrrolo[3,2-e]pyrimidin-7-yl)methanol